tert-butyl 2-(1-(4-(1H-pyrazol-4-yl)thiophen-2-yl)cyclopropyl)-4-oxo-3,5,7,8-tetrahydropyrido[4,3-d]pyrimidine-6(4H)-carboxylate N1N=CC(=C1)C=1C=C(SC1)C1(CC1)C=1NC(C2=C(N1)CCN(C2)C(=O)OC(C)(C)C)=O